Cyclohexylmethyl triflate O(S(=O)(=O)C(F)(F)F)CC1CCCCC1